2,3,4-tribromobenzoic acid BrC1=C(C(=O)O)C=CC(=C1Br)Br